N-[2,4-difluoro-3-([[3-(2-fluoroethyl)-1H-pyrazolo[3,4-b]pyridin-5-yl]oxy]methyl)phenyl]-5-fluoro-2-methoxypyridine-3-sulfonamide FC1=C(C=CC(=C1COC=1C=C2C(=NC1)NN=C2CCF)F)NS(=O)(=O)C=2C(=NC=C(C2)F)OC